NC1CN(C1)C=1C=C2C(=NC1)C1(CN(C1)C[C@H]1CN(C[C@H](O1)C)C1=C3C=CC(=NC3=C(C=C1)C#N)[2H])OC2 5-[(2S,6R)-2-[[3-(3-aminoazetidin-1-yl)spiro[5H-furo[3,4-b]pyridine-7,3'-azetidine]-1'-yl]methyl]-6-methyl-morpholin-4-yl]-2-deuterio-quinoline-8-carbonitrile